2-((2S,4R)-2-((((R)-tetrahydrofuran-3-yl)oxy)methyl)-4-(4-(trifluoromethyl)phenoxy)pyrrolidin-1-yl)pyrimidine-5-carboxylic acid O1C[C@@H](CC1)OC[C@H]1N(C[C@@H](C1)OC1=CC=C(C=C1)C(F)(F)F)C1=NC=C(C=N1)C(=O)O